6-chloro-1-(2-trimethylsilylethoxymethyl)pyrimidine-2,4-dione ClC1=CC(NC(N1COCC[Si](C)(C)C)=O)=O